2-((6aR,8R)-6a-ethyl-8-(ethyl(piperidin-4-yl)amino)-5,6,6a,7,8,9-hexahydropyrrolo[1',2':4,5]-pyrazino[2,3-c]pyridazin-2-yl)-6-methylphenol C(C)[C@]12N(C=3C(=NN=C(C3)C3=C(C(=CC=C3)C)O)NC1)C[C@@H](C2)N(C2CCNCC2)CC